1-(5-((1-(2-hydroxy-2-methylpropyl)piperidin-4-yl)methyl)pyrazolo[1,5-a]pyridin-3-yl)dihydropyrimidine-2,4(1H,3H)-dione OC(CN1CCC(CC1)CC1=CC=2N(C=C1)N=CC2N2C(NC(CC2)=O)=O)(C)C